1-((1S,2S,5R)-3-Azabicyclo[3.1.0]-hexane-2-carbonyl)-piperidine [C@H]12[C@H](NC[C@@H]2C1)C(=O)N1CCCCC1